N1=CN=C(C2=C1NC=C2)N2CCN(CC2)C([C@H]([C@H]2NC1(CC1)CC2)C2=CC=C(C=C2)Cl)=O (S)-1-(4-(7H-pyrrolo[2,3-d]pyrimidin-4-yl)piperazin-1-yl)-2-(4-chlorophenyl)-2-((S)-4-azaspiro[2.4]heptan-5-yl)ethan-1-one